methylimidazolidine-2,4-dione CN1C(NC(C1)=O)=O